(3-chloro-4-nitrophenyl)ethan-1-ol Magnesium Biotinate C(CCCC[C@@H]1SC[C@@H]2NC(=O)N[C@H]12)(=O)[O-].[Mg+2].ClC=1C=C(C=CC1[N+](=O)[O-])C(C)O.C(CCCC[C@@H]1SC[C@@H]2NC(=O)N[C@H]12)(=O)[O-]